4-[(3-iodo-7-morpholino-1,6-naphthyridin-5-yl)oxy]-N-methyl-cyclohexanamine IC=1C=NC2=CC(=NC(=C2C1)OC1CCC(CC1)NC)N1CCOCC1